NC1=NC=C(C2=C1C(=C(S2)C2=C(C=C(C=C2)NC(C=CC)=O)F)C2=CC(=C(C=C2)OC2=NC=CC(=N2)C)F)C(=O)NC(C)C 4-amino-3-(3-fluoro-4-((4-methylpyrimidin-2-yl)oxy)phenyl)-2-(2-fluoro-4-methylacrylamidophenyl)-N-isopropylthieno[3,2-c]pyridine-7-carboxamide